CN(\C=C(\C(=O)C1=C(C=CC(=C1)C)F)/C(F)(F)F)C (Z)-3-(dimethylamino)-1-(2-fluoro-5-methylphenyl)-2-(trifluoromethyl)prop-2-en-1-one